17-iodo-4,6,8,10,12,14-hexamethylheptadecylethoxymethyl ether ICCCC(CC(CC(CC(CC(CC(CCCC(OCC)OC(CCCC(CC(CC(CC(CC(CC(CCCI)C)C)C)C)C)C)OCC)C)C)C)C)C)C